CN1CC(C1)(C)[C@@](C=1C=C(C=NC1)C1=NOC(=N1)CN1C(CCC1=O)=O)(C1=CC=C(C=C1)C(C)C)O 1-(3-{5-[(R)-(1,3-dimethyl-azetidin-3-yl)-hydroxy-(4-isopropyl-phenyl)-methyl]-pyridin-3-yl}-[1,2,4]Oxadiazol-5-ylmethyl)-pyrrolidine-2,5-dione